O1C=CC2=C1C=C1C=CC=CC1=N2 Quinolinofuran